C(C)C(CCC(=O)[N-]CCCCCC)CC diethyl-hexylbutyrylamide